CC1(CN(CCC1NC=1N=CC2=C(N1)N(C(C(=C2)I)=O)[C@H]2[C@](CCC2)(C)O)S(=O)(=O)C)C 2-((3,3-dimethyl-1-(methylsulfonyl)piperidin-4-yl)amino)-8-((1R,2R)-2-hydroxy-2-methylcyclopentyl)-6-iodopyrido[2,3-d]Pyrimidine-7(8H)-one